ClC1=NC(=NC(=C1OC1CC1)Cl)SC 4,6-dichloro-5-cyclopropoxy-2-(methylthio)pyrimidine